COC(CC1=CC=C(C=C1)NC1=NC=C(C(=N1)N1CCC2(CCNC2=O)CC1)C)=O methyl-2-(4-((5-methyl-4-(1-oxo-2,8-diazaspiro[4.5]decan-8-yl)pyrimidin-2-yl)amino)phenyl)acetate